ClC1=CC2=C(C(=CS2)S(=O)(=O)Cl)C=C1 6-chlorobenzothiophene-3-sulfonyl chloride